Ethylene bis(3,4-epoxycyclohexanecarboxylate) C1(CC2C(CC1)O2)C(=O)OCCOC(=O)C2CC1C(CC2)O1